NC1=C(C=CC(=C1C)F)[N+](=O)O (2-amino-4-fluoro-3-methyl-phenyl)-hydroxy-oxo-ammonium